FC1=C(C(=CC(=C1)OC=1N=C(SC1C1=NC(=NC=C1)N[C@@H]1CNC[C@H](C1)F)C)F)NS(=O)(=O)C(F)F N-[2,6-Difluoro-4-[5-[2-[[(3S,5S)-5-fluoro-3-piperidyl]amino]pyrimidin-4-yl]-2-methyl-thiazol-4-yl]oxy-phenyl]-1,1-difluoro-methanesulfonamide